1,4-di(beta-aminoethoxy)aniline NCCOC1(N)CC=C(C=C1)OCCN